FC1=CC=CC2=C1C=C(O2)C(=O)N 4-fluoro-1-benzofuran-2-carboxamide